7-(3,4-dimethoxyphenyl)-N-((1r,4r)-4-((3-morpholinopropyl)carbamoyl)cyclohexyl)pyrazolo[1,5-a]pyrimidine-2-carboxamide COC=1C=C(C=CC1OC)C1=CC=NC=2N1N=C(C2)C(=O)NC2CCC(CC2)C(NCCCN2CCOCC2)=O